2-(3-bromophenyl)-8-chloro-1,7-naphthyridine BrC=1C=C(C=CC1)C1=NC2=C(N=CC=C2C=C1)Cl